BrCN1C(C2=CC=CC=C2C1=O)=O 2-(bromomethyl)isoindole-1,3-dione